ClC=1C=C(C=C(C1)Cl)C1=CC(=CC(=N1)OC=1C=NC(=NC1)N1CCN(CC1)C(=O)OC(C)(C)C)CN1CCC(CC1)OCC(=O)OC tert-Butyl 4-(5-((6-(3,5-dichlorophenyl)-4-((4-(2-methoxy-2-oxoethoxy)piperidin-1-yl)methyl)pyridin-2-yl)oxy)pyrimidin-2-yl)piperazine-1-carboxylate